1-(6Z,9Z,12Z-octadecatrienoyl)-2-(9Z-hexadecenoyl)-glycero-3-phosphoserine CCCCCC/C=C\CCCCCCCC(=O)O[C@H](COC(=O)CCCC/C=C\C/C=C\C/C=C\CCCCC)COP(=O)(O)OC[C@@H](C(=O)O)N